S1N=C(C2=C1C=CC=C2)N2CCN(CC2)CCN2C(C=1N(CC2)N=CC1C)=O 5-[2-(4-benzo[d]isothiazol-3-yl-piperazin-1-yl)-ethyl]-3-methyl-6,7-dihydro-5H-pyrazolo[1,5-a]pyrazin-4-one